O=C1N(C(C=C1)=O)CCCCCNC(CCNC([C@@H](C(CO)(C)C)O)=O)=O (R)-N-(3-((5-(2,5-Dioxo-2,5-dihydro-1H-pyrrol-1-yl)pentyl)amino)-3-oxopropyl)-2,4-dihydroxy-3,3-dimethylbutanamide